OC(C(=O)N[C@H](CO)[C@H](O)C(CCCCCCCCCCCCCC)O)CCCCCCCCCCCCCCCCCCCCCCCCCCCCCCC N-(2-hydroxytritriacontanoyl)-4R-hydroxysphinganine